(2S,5S)-5-(4-Chlorobenzyl)-4-(4-(4,5-dimethylthiazol-2-yl)cyclohexyl)-2-ethynylmorpholin ClC1=CC=C(C[C@H]2CO[C@H](CN2C2CCC(CC2)C=2SC(=C(N2)C)C)C#C)C=C1